C1(=CC=CC=C1)C1=C(N=NNN1)C1=CC=CC=C1 diphenyl-dihydrotetrazine